N4,6-dimethyl-N2-[5-(2,3,4,7-tetrahydro-1H-azepin-5-yl)-2,3-dihydro-1,4-benzodioxin-yl]pyrimidine-2,4-diamine CNC1=NC(=NC(=C1)C)NC1COC2=C(O1)C=CC=C2C=2CCCNCC2